CN1N=CC(=C1)[C@H](CN1CCC(CC1)C)NC1=NC(=NC=2CC[C@H](CC12)C1=CC=CC=C1)N[C@H](CC)C1CCC(CC1)C(=O)O (1R,4r)-4-((R)-1-(((R)-4-(((R)-1-(1-methyl-1H-pyrazol-4-yl)-2-(4-methylpiperidin-1-yl)ethyl)amino)-6-phenyl-5,6,7,8-tetrahydroquinazolin-2-yl)amino)propyl)cyclohexane-1-carboxylic acid